3-(9H-fluoren-9-ylidene)-3-hydroxy-propionaldehyde C1=CC=CC=2C3=CC=CC=C3C(C12)=C(CC=O)O